N-[(1S,2S)-2-Hydroxycyclohexyl]-4-[4-(4-hydroxypyridin-3-yl)-benzyl]-pyrrolo[1,2-b]pyridazine-2-carboxamide O[C@@H]1[C@H](CCCC1)NC(=O)C=1C=C(C=2N(N1)C=CC2)CC2=CC=C(C=C2)C=2C=NC=CC2O